C[C@](C(=O)O)(CC(C(=O)O)C)NC[C@@H](CC1=CC=CC=C1)NC(=O)OC(C)(C)C (R)-methyl-2-((R)-2-((tert-butoxycarbonyl)amino)-3-phenylpropylamino)-4-methylglutaric acid